4-[4-(2,2-dimethyl-2,3-dihydro-benzofuran-4-yl)-2-fluoro-phenoxy]-butyric acid ethyl ester C(C)OC(CCCOC1=C(C=C(C=C1)C1=CC=CC2=C1CC(O2)(C)C)F)=O